C(C)NC[C@@H](C)O (2R)-1-(ethylamino)propan-2-ol